allylchloro[1,3-bis(2,6-di-i-propylphenyl)imidazol-2-ylidene]nickel(II) C(C=C)[Ni-2](=C1N(C=CN1C1=C(C=CC=C1C(C)C)C(C)C)C1=C(C=CC=C1C(C)C)C(C)C)Cl